N-(4-methoxy-2-((R)-2-methyl-morpholino)-5-((6-((R)-3-(3-phenoxy-phenyl)isoxazolidin-2-yl)pyrimidin-4-yl)amino)-phenyl)acrylamide COC1=CC(=C(C=C1NC1=NC=NC(=C1)N1OCC[C@@H]1C1=CC(=CC=C1)OC1=CC=CC=C1)NC(C=C)=O)N1C[C@H](OCC1)C